[PH2](=O)OC1=C(C=CC=C1)C=C vinylphenyl phosphinyl oxide